Spiro[1,3-dioxolane-2,1'-indan]-6'-carbaldehyde C12(CCC3=CC=C(C=C13)C=O)OCCO2